5,5-dimethyl-4,5-dihydroisoxazol-3-yl-isothiourea hydrobromide Br.CC1(CC(=NO1)NC(S)=N)C